C(=O)C1=CC(=C(C=C1)OC(C(C)C)=O)OC (4-formyl-2-methoxy-phenyl)-2-methylpropanoate